ClC1=C(C=CC=C1)N1C=2N(C3=C(C1=O)C=NC(=N3)NC3=CC=C(C(=O)O)C=C3)C=CN2 4-{[6-(2-chlorophenyl)-5-oxo-5,6-dihydroimidazo[1,2-a]pyrimido[5,4-e]pyrimidin-2-yl]amino}benzoic acid